FC1=C(C(=O)O)C=CN=C1NC1=NNC(=C1)C fluoro-2-((5-methyl-1H-pyrazol-3-yl)amino)isonicotinic acid